CC1(OC2=CC=CC=C2C(C1)O)C 2,2-dimethylchroman-4-ol